(S)-6-(4-amino-2-oxa-8-azaspiro[4.5]decan-8-yl)-3-(3,4-dichloro-2-methyl-2H-indazol-5-yl)-1H-pyrazolo[3,4-d]pyrimidine-4-carbonitrile N[C@@H]1COCC12CCN(CC2)C2=NC(=C1C(=N2)NN=C1C1=C(C2=C(N(N=C2C=C1)C)Cl)Cl)C#N